ClC1=C(C=2N=C(N=C(C2C=N1)N1CC2CC(C(C1)N2C(=O)OC(C)(C)C)O[Si](CC)(CC)CC)OCC2(CC2)CO)F tert-butyl 3-[7-chloro-8-fluoro-2-[[1-(hydroxymethyl)cyclopropyl]methoxy]pyrido[4,3-d]pyrimidin-4-yl]-6-triethylsilyloxy-3,8-diazabicyclo[3.2.1]octane-8-carboxylate